C(C)N(C=C(C=O)F)CC 3-(diethylamino)-2-fluoroprop-2-enal